CP(=O)(C)C1=C(C(=NC2=CC(=CN=C12)F)C)C=1C=NC=NC1 dimethylphosphorylpyrimidin-5-yl-7-fluoro-2-methyl-1,5-naphthyridine